ClC1=CC(=C(C=C1)C=1C2=C(N=C(N1)N1C[C@@H](OCC1)C=1C=NN(C1)C)C(N(C(=C2)C=O)C)=O)F 4-(4-chloro-2-fluoro-phenyl)-7-methyl-8-oxo-2-[(2S)-2-(1-methylpyrazol-4-yl)morpholin-4-yl]pyrido[3,4-d]pyrimidine-6-carbaldehyde